4-bromo-1-(difluoromethyl)-5-methyl-pyrazole BrC=1C=NN(C1C)C(F)F